C(C)(C)(C)N(C(O)=O)CCN1CCN(CC1)C1=NC(=C(C(=C1C#N)CC)C#N)Cl.C1(CCCCC1)/C=C/C(=O)C1=NC=CC=C1 (2E)-3-cyclohexyl-1-(pyridin-2-yl)prop-2-en-1-one tert-Butyl-(2-(4-(6-chloro-3,5-dicyano-4-ethylpyridin-2-yl)piperazin-1-yl)ethyl)carbamate